6-Amino-3-(3-(3-amino-4-methyl-1H-pyrazol-1-yl)-4'-chloro-1',2'-dihydrospiro[cyclopentane-1,3'-pyrrolo[2,3-b]pyridin]-5'-yl)-2-fluoro-N,N-dimethylbenzamide NC1=CC=C(C(=C1C(=O)N(C)C)F)C=1C(=C2C(=NC1)NCC21CC(CC1)N1N=C(C(=C1)C)N)Cl